OC=CC(=O)OCC ethyl β-hydroxyacrylate